CN1N=C(C2=CC=C(C=C12)C1CCN(CC1)CC1CCNCC1)N1C(NC(CC1)=O)=O 1-[1-methyl-6-[1-(4-piperidylmethyl)-4-piperidyl]indazol-3-yl]hexahydropyrimidine-2,4-dione